3-(4-amino-6-chloropyrimidin-2-yl)-3-methylcyclobutan-1-one NC1=NC(=NC(=C1)Cl)C1(CC(C1)=O)C